5-(1H-imidazol-1-yl)-2-(6-(methyl-(piperidin-4-yl)amino)-1,2,4-triazin-3-yl)phenol N1(C=NC=C1)C=1C=CC(=C(C1)O)C=1N=NC(=CN1)N(C1CCNCC1)C